1,3-dibutylpyridinium triflate [O-]S(=O)(=O)C(F)(F)F.C(CCC)[N+]1=CC(=CC=C1)CCCC